CCN1CSC=C1 3-2-ethyl-thiazole